C(C(C)C)C=1C=C(C=CC1)C=1C=C2CCC([C@H](C2=CC1)NC(O[C@@H]1CN2CCC1CC2)=O)(C)C (S)-quinuclidin-3-yl ((R)-6-(3-isobutylphenyl)-2,2-dimethyl-1,2,3,4-tetrahydronaphthalen-1-yl)carbamate